(1R,3aS,4R,5S,7aS)-1-acetyl-5-((R)-2-acetyl-1-methyl-4-oxocyclohex-2-en-1-yl)-4-carbamoyl-7a-methyl-octahydro-1H-inden-1-yl acetate C(C)(=O)O[C@@]1(CC[C@H]2[C@@H]([C@H](CC[C@]12C)[C@@]1(C(=CC(CC1)=O)C(C)=O)C)C(N)=O)C(C)=O